C(N)(=O)[C@H]1N(CCN(C1)C1=NC=2N(C=C1)N=CC2C=2C(=NC=CC2)OC2CC2)C(=O)O[C@@H]2CNC(C2)=O (S)-5-oxopyrrolidin-3-yl (S)-2-carbamoyl-4-(3-(2-cyclopropoxypyridin-3-yl)pyrazolo[1,5-a]pyrimidin-5-yl)piperazine-1-carboxylate